C(C)(=O)C1=CC2=C(SC(=C2)C=2SC(=C(N2)C)C(=O)O)C(=C1)C#N 2-(5-acetyl-7-cyanobenzo[b]thiophen-2-yl)-4-methylthiazole-5-carboxylic acid